N-((S)-2-amino-3-((4-methyl-3-(((R)-1-(naphthalen-1-yl)ethyl)carbamoyl)phenyl)amino)-3-oxopropyl)piperidine-4-carboxamide bis(2,2,2-trifluoroacetate) FC(C(=O)O)(F)F.FC(C(=O)O)(F)F.N[C@@H](CNC(=O)C1CCNCC1)C(=O)NC1=CC(=C(C=C1)C)C(N[C@H](C)C1=CC=CC2=CC=CC=C12)=O